ClC1=C2C(C=CN(C2=CC(=C1)C1=NC(=NC=C1Cl)Cl)C(C)C)=O 5-chloro-7-(2,5-dichloropyrimidin-4-yl)-1-isopropylquinolin-4(1H)-one